ClC1=CC=C(C=C1)N(C(OCC1CCC(CC1)CO)=O)C1=CC=CC=C1 ((1s,4s)-4-(hydroxymethyl)cyclohexyl)methyl (4-chlorophenyl)(phenyl)carbamate